COC=1C=CC(=C2C(=CNC12)C)CN (7-methoxy-3-methyl-1H-indol-4-yl)methanamine